CC1=CN(C(=O)NC1=O)[C@H]2C[C@@H]([C@H](O2)COP(=O)(O)OP(=O)(O)OP(=O)(O)O)N=[N+]=[N-] 3'-Azido-2',3'-dideoxythymidine-5'-Triphosphate